octadecylamine dihydrofluoride F.F.C(CCCCCCCCCCCCCCCCC)N